C1(CC(CCC1)CCC1CC(CCC1)N)N 3,3'-dimethylenebis(cyclohexylamine)